urea phosphate calcium sulphate S(=O)(=O)([O-])[O-].[Ca+2].P(=O)(O)(O)O.NC(=O)N